[Zn].C(=O)(O)C1=CC=C(C=C1)C1=C2NC(=C1)C=C1C=CC(=N1)C=C1C=CC(N1)=CC=1C=CC(N1)=C2 (4-carboxyphenyl)porphin zinc